C(C)(C)(C)OC(N[C@@H]1C2=C(OC13CCN(CC3)C=3N=C1C(=NC3)C(=NN1COCC[Si](C)(C)C)I)C=CC(=C2)F)=O (R)-(5-fluoro-1'-(3-iodo-1-((2-(trimethylsilyl)ethoxy)methyl)-1H-pyrazolo[4,3-b]pyrazin-6-yl)-3H-spiro[benzofuran-2,4'-piperidin]-3-yl)carbamic acid tert-butyl ester